SC(CCO)CCC 3-sulfanylhexan-1-ol